FC=1C=CC(=C(C1)[Si](OCC)(OCC)OCC)OC (5-fluoro-2-(methoxy)phenyl)triethoxysilane